CN(C1=C(C=C)C=CC=C1)C 2-dimethylaminostyrene